3-oxoisoindoline-4-carboxylic acid methyl ester COC(=O)C=1C=2C(NCC2C=CC1)=O